C(C)(=O)N1C=C(C2=CC=CC=C12)C(=O)NCCC1=C(C=CC=C1)Cl 1-acetyl-N-(2-chlorophenyl-ethyl)-1H-indole-3-carboxamide